FC(C1=NN(C=N1)C1CC2(CN(C2)C(=O)N2CC3(C2)CC(C3)CC=3C=NNC3C(F)(F)F)C1)F [6-[3-(difluoromethyl)-1,2,4-triazol-1-yl]-2-azaspiro[3.3]heptan-2-yl]-[6-[[5-(trifluoromethyl)-1H-pyrazol-4-yl]methyl]-2-azaspiro[3.3]heptan-2-yl]methanone